FC(C(=O)O)(F)F.NCCNC(COC1=C2C(N(C(C2=CC=C1)=O)C1C(NC(CC1)=O)=O)=O)=O N-(2-aminoethyl)-2-((2-(2,6-dioxopiperidine-3-yl)-1,3-dioxoisoindol-4-yl)oxy)acetamide trifluoroacetate